[Cl-].CN(C=1C=CC2=NC3=CC=C(C=C3[S+]=C2C1)N=C)C 3-(Dimethylamino)-7-(methyleneamino)phenothiazin-5-ium chloride